N[C@H]1CS(C2=C(N(C1=O)CC1=CC=C(C=C1)Cl)C=C(C(=C2)F)C=2OC(=NN2)C2CN(CC(C2)(F)F)C2CC2)(=O)=O (3R)-3-amino-5-[(4-chlorophenyl)methyl]-7-[5-(1-cyclopropyl-5,5-difluoro-3-piperidyl)-1,3,4-oxadiazol-2-yl]-8-fluoro-1,1-dioxo-2,3-dihydro-1λ6,5-benzothiazepin-4-one